C(OCOC1=C2N(N=CC1=O)[C@H]([C@@H]1N(C2=O)CCC1)[C@H](C1=CC(=CC=C1)F)C1=CC(=C(C=C1)F)F)(OC)=O (((9aR,10S)-10-((R)-(3,4-difluorophenyl)(3-fluorophenyl)methyl)-3,5-dioxo-3,5,8,9,9a,10-hexahydro-7H-pyrrolo[1',2':4,5]pyrazino[1,2-b]pyridazin-4-yl)oxy)methyl methyl carbonate